Ethyl 8-(2,2-difluoro-1-(indolin-1-yl)-7-methyl-1-oxooctan-4-yl)-1,4-dioxaspiro[4.5]dec-7-ene-7-carboxylate FC(C(=O)N1CCC2=CC=CC=C12)(CC(CCC(C)C)C1=C(CC2(OCCO2)CC1)C(=O)OCC)F